CC1(OCC=C(C1)C=1C=C2C=C(NC2=CC1)C(=O)OCC)C ethyl 5-(2,2-dimethyl-3,6-dihydro-2H-pyran-4-yl)-1H-indole-2-carboxylate